C(=O)C=1C=C(C(=O)N)C=CC1O 3-FORMYL-4-HYDROXYBENZAMIDE